FC(OC1=CC=CC=2C(N([C@H]3C=4N([C@@H](C21)C3)C3=C(N4)C=CC(=C3)C=3C=NC(=NC3)C3(CCC3)NC(OC(C)(C)C)=O)C)=O)F tert-Butyl (1-{5-[(7R,14R)-1-(difluoromethoxy)-6-methyl-5-oxo-5,6,7,14-tetrahydro-7,14-methanobenzimidazo[1,2-b][2,5]benzodiazocin-11-yl]pyrimidin-2-yl}cyclobutyl)-carbamate